2,2,2-trifluoroethyl 2-[cyclobutyl-[[5-(trifluoromethyl)-2-pyridyl]methyl]amino]-2-oxo-acetate C1(CCC1)N(C(C(=O)OCC(F)(F)F)=O)CC1=NC=C(C=C1)C(F)(F)F